C1(=CC=CC=2SC3=C(C=CC=C3SC12)OCCOC1=C(C2=CC=CC=C2C=C1)C1=C(C=CC2=CC=CC=C12)OCCO)OCCOC1=C(C2=CC=CC=C2C=C1)C1=C(C=CC2=CC=CC=C12)OCCO 2,2'-[thianthrene-1,6-diylbis(oxyethane-2,1-diyloxy[1,1'-binaphthalene]-2',2-diyloxy)]di(ethan-1-ol)